(R or S)-N-(2-(1-Cyclopropyl-2-hydroxy-2-methylpropyl)-1-oxo-2,3-dihydro-1H-pyrrolo[3,4-c]pyridin-7-yl)-6,7-dihydro-5H-cyclopenta[b]pyridine-4-carboxamide C1(CC1)[C@H](C(C)(C)O)N1CC=2C=NC=C(C2C1=O)NC(=O)C1=C2C(=NC=C1)CCC2 |o1:3|